(9H-fluoren-9-yl)methyl (S)-(6,11,11-trimethyl-2,9-dioxo-5,10-dioxa-3,8-diazadodecyl)carbamate C[C@H](OCNC(CNC(OCC1C2=CC=CC=C2C=2C=CC=CC12)=O)=O)CNC(OC(C)(C)C)=O